OCC1(OC2=C(C1)C=C(C(=C2)N2CCN(CC2)CC(C)(C)O)NC(=O)C=2C=NN1C2N=CC=C1)C N-[2-(hydroxymethyl)-6-[4-(2-hydroxy-2-methyl-propyl)piperazin-1-yl]-2-methyl-3H-benzofuran-5-yl]pyrazolo[1,5-a]pyrimidine-3-carboxamide